[Al].C(C)(C)(C)C1=C(C(C(=O)O)=CC(=C1)C(C)(C)C)O 3,5-Di-Tert-Butyl-Salicylic Acid Aluminum